Cl.Cl.N[C@@H](CCCCN)CC(=O)O L-β-Homolysine dihydrochloride